{6-[(3S*)-3-methylmorpholin-4-yl]pyridin-3-yl}pyrazolo[1,5-a]pyrimidine-3-carboxamide C[C@@H]1N(CCOC1)C1=CC=C(C=N1)C1=NN2C(N=CC=C2)=C1C(=O)N |o1:1|